(S)-3-methylamino-1-(2-thienyl)-1-propanol CNCC[C@H](O)C=1SC=CC1